CC1=CC=CC(=N1)C1=NC=CC(=N1)NC1=NC(=NC=C1)NC1=CC(=CS1)C(=O)OC1CNC1 azetidin-3-yl 5-[[4-[[2-(6-methyl-2-pyridyl)pyrimidin-4-yl]amino]pyrimidin-2-yl]amino]thiophene-3-carboxylate